ClCCOC=1C=C(C=O)C=CC1OC 3-(2-chloroethoxy)-4-methoxybenzaldehyde